(S)-3-(4-(2-cyclopropyloxy-4,5-difluorophenyl)naphthalen-1-yl)-2-(2,6-dichlorobenzoylamino)propionic acid C1(CC1)OC1=C(C=C(C(=C1)F)F)C1=CC=C(C2=CC=CC=C12)C[C@@H](C(=O)O)NC(C1=C(C=CC=C1Cl)Cl)=O